(R)-2-(4-(5,6-dihydro-4H-cyclopenta[d]oxazol-2-yl)-5-hydroxy-1-methyl-6-oxo-1,6-dihydropyrimidin-2-yl)-1-phenyl-1,2,3,4-tetrahydroisoquinoline-6-carboxylic acid O1C(=NC2=C1CCC2)C=2N=C(N(C(C2O)=O)C)N2[C@@H](C1=CC=C(C=C1CC2)C(=O)O)C2=CC=CC=C2